C(C)[N+]1=C2C=C(C=CC2=C2C=CC(=CC2=C1C1=CC=CC=C1)N)N 5-ethyl-6-phenylphenanthridin-5-ium-3,8-diamine